1,2-DIMETHYL-3-ETHYLBENZENE CC1=C(C(=CC=C1)CC)C